COC=1C=C(C(=O)N(C=2C=C(C=3N(C2)C(=CN3)C=3C=CC(=NC3)NC(OC)=O)C)C)C=CC1 methyl N-[5-[6-[(3-methoxybenzoyl)-methyl-amino]-8-methyl-imidazo[1,2-a]pyridin-3-yl]-2-pyridyl]carbamate